The molecule is a steroidal acyl-CoA that results from the formal condensation of the thiol group of coenzyme A with the carboxy group of 3-oxo-23,24-bisnorchola-1,4-dien-22-oic acid. It is a conjugate acid of a 3-oxo-23,24-bisnorchola-1,4-dien-22-oyl-CoA(4-). C[C@@H]([C@H]1CC[C@@H]2[C@@]1(CC[C@H]3[C@H]2CCC4=CC(=O)C=C[C@]34C)C)C(=O)SCCNC(=O)CCNC(=O)[C@@H](C(C)(C)COP(=O)(O)OP(=O)(O)OC[C@@H]5[C@H]([C@H]([C@@H](O5)N6C=NC7=C(N=CN=C76)N)O)OP(=O)(O)O)O